FC(CCCOC1=CC=C(C(=O)OC2=CC=C(C=C2)CCC(=O)[O-])C=C1)(F)F (E)-3-[4-[4-(4,4,4-trifluorobutoxy)benzoyl]oxyphenyl]propionate